methyl (3R)-1-{5-chloro-7-oxo-7,8-dihydro-6H-spiro[[1,3]oxazolo[5,4-f]quinazoline-9,1'-cyclohexane]-2-ylmethyl}piperidine-3-carboxylate ClC=1C=C2C(=C3C1NC(NC31CCCCC1)=O)OC(=N2)CN2C[C@@H](CCC2)C(=O)OC